ClC1=CC(=C(COC=2C=C(C=CC2)C2CCN(CC2)CC=2N(C3=C(N2)SC(=C3)C(=O)OCC)C[C@H]3OCC3)C=C1)F Ethyl (S)-2-((4-(3-((4-chloro-2-fluorobenzyl) oxy) phenyl) piperidin-1-yl) methyl)-1-(oxetan-2-ylmethyl)-1H-thieno[2,3-d]imidazole-5-carboxylate